BrCCC1=CC=C(C=C1)Cl 1-(2-bromoethyl)-4-chlorobenzene